3-Methyl-2-oxooxazolidine CN1C(OCC1)=O